ClC1=C(C=C(C(=C1)OCC)Cl)CCl 1,4-dichloro-2-(chloromethyl)-5-ethoxybenzene